C(C)(C)(C)C1=CC=C2C(CNCC2=C1)O 7-tert-Butyl-1,2,3,4-tetrahydroisoquinolin-4-ol